Trans-2-Nonen-4-One C\C=C\C(CCCCC)=O